ClC=1C=C(C=NC1C1=NOC(=N1)CCCCC(=O)N1CCN(CC1)C=1C=C2CN(C(C2=CC1)=O)C1C(NC(CC1)=O)=O)NC(=O)NC=1C=NC=2N(C1C1CCCCC1)N=CC2 1-[5-chloro-6-[5-[5-[4-[2-(2,6-dioxo-3-piperidyl)-1-oxo-isoindolin-5-yl]piperazin-1-yl]-5-oxo-pentyl]-1,2,4-oxadiazol-3-yl]-3-pyridyl]-3-(7-cyclohexylpyrazolo[1,5-a]pyrimidin-6-yl)urea